C1(CC1)C=1C(=CC2=C(OCCN2C(=O)OC(C)(C)C)N1)CC1=CC=C(C=C1)F tert-butyl 6-cyclopropyl-7-(4-fluorobenzyl)-2,3-dihydro-1H-pyrido[2,3-b][1,4]oxazine-1-carboxylate